[C].C(CCC)(=O)O butanoic acid carbon